2-(Methylthio)-7H-pyrrolo[2,3-d]pyrimidin-4-ol CSC=1N=C(C2=C(N1)NC=C2)O